N5,N6-bis(2-fluoro-4-(trifluoromethyl)phenyl)-[1,2,5]oxadiazolo[3,4-b]pyrazine-5,6-diamine FC1=C(C=CC(=C1)C(F)(F)F)NC1=NC=2C(N=C1NC1=C(C=C(C=C1)C(F)(F)F)F)=NON2